C(C1=CC=CC=C1)OC=1C=C2C=C(NC2=CC1)C(=O)OCC ethyl 5-(benzyloxy)-1H-indole-2-carboxylate